CN1N=C(N(C1=O)CC1CCC(CC1)C(F)(F)F)CC1=C(C=CC=C1)C(F)(F)F 2-methyl-5-(2-(trifluoromethyl)benzyl)-4-((4-(trifluoromethyl)cyclohexyl)methyl)-2,4-dihydro-3H-1,2,4-triazol-3-one